NC1=CC=C(N=N1)C#CCN1C2=C(CCC(C1=O)C1=C(C=C(C=C1)C(F)(F)F)C(F)(F)F)C=C(C(=C2)F)F 1-(3-(6-aminopyridazin-3-yl)prop-2-ynyl)-3-(2,4-bis(trifluoromethyl)phenyl)-7,8-difluoro-4,5-dihydro-1H-benzo[b]azepin-2(3H)-one